[Na+].OC(C)(P([O-])(=O)[O-])P([O-])(=O)[O-].[Na+].[Na+].[Na+] 1-hydroxyethane-1,1-diphosphonic acid sodium salt